3-(3-fluoro-4-(isoindolin-2-yl)phenyl)-1H-1,2,4-triazole-3,5-diamine FC=1C=C(C=CC1N1CC2=CC=CC=C2C1)C1(NNC(=N1)N)N